C(C)OC=1C=C(C=CC1)S(=O)(=O)N 3-ethoxybenzenesulfonamide